2,2'-azobis(2-(N-(2-carboxyethyl)carbamimidoyl)propane) N(=NC(C)(C)C(NCCC(=O)O)=N)C(C)(C)C(NCCC(=O)O)=N